C(C1=CC=CC=C1)OC1=NC(=CC=C1N1C(N(C2=C1C=CC=C2/C=C/C(=O)OC(C)(C)C)C)=O)OCC2=CC=CC=C2 tert-butyl (E)-3-[1-(2,6-dibenzyloxy-3-pyridyl)-3-methyl-2-oxo-benzimidazol-4-yl]prop-2-enoate